ClC1=CC=C(OC2=CC(=C(C=C2)C(CN2N=CN=C2)(C)O)C(F)(F)F)C=C1 2-(4-(4-chlorophenoxy)-2-(trifluoromethyl)phenyl)-1-(1H-1,2,4-triazol-1-yl)propan-2-ol